(S)-3-(3-(1-methylpyrrolidin-2-yl)pyridin-4-yl)propan-1-amine CN1[C@@H](CCC1)C=1C=NC=CC1CCCN